BrCCCCCCO[Si](OC(OCC)CCCCCCCCC)(C)C 13-bromo-6,6-dimethyl-4-nonyl-3,5,7-trioxa-6-silatridecane